ClC1=C(C=CC=C1)SC1=C(C=CC2=CC=CC=C12)O 1-(o-chlorophenylthio)-2-naphthol